BrN1C2(N3C(=C(C=CC3=O)C)C1=O)CC1(C2)CC(C1)(F)F bromo-3,3-difluoro-8''-methyl-2''H-dispiro[cyclobutane-1,1'-cyclobutane-3',3''-imidazo[1,5-a]pyridine]-1'',5''-dione